3-Benzyl 8-(tert-butyl) (1R,2S,5S)-2-(2,2,2-trifluoro-1-((trimethylsilyl) oxy) ethyl)-3,8-diazabicyclo[3.2.1]octane-3,8-dicarboxylate FC(C(O[Si](C)(C)C)[C@@H]1[C@H]2CC[C@@H](CN1C(=O)OCC1=CC=CC=C1)N2C(=O)OC(C)(C)C)(F)F